2-amino-4,5-dicarboxylimidazole NC=1NC(=C(N1)C(=O)O)C(=O)O